S1(CCCC1)=O tetrahydrothiophene-1-monoxide